N,N'''-dineohexyl-N,N',N'',N'''-tetramethyl(triethylenetetramine) C(CC(C)(C)C)N(CCN(CCN(CCN(C)CCC(C)(C)C)C)C)C